CC1=NOC(=C1C1=CC=C2C(=N1)NN=C2C2=NC(=NC=C2C(F)(F)F)N[C@H]2CC[C@@H](N(C2)C(=O)OCC2=CC=CC=C2)C)C benzyl (2S,5S)-5-[[4-[6-(3,5-dimethylisoxazol-4-yl)-1H-pyrazolo[3,4-b]pyridin-3-yl]-5-(trifluoromethyl)pyrimidin-2-yl]amino]-2-methyl-piperidine-1-carboxylate